2-n-butyl-3-[(2'-cyanobiphenyl-4-yl)methyl]-1,3-diazaspiro[4.4]non-1-ene-4-one C(CCC)C1=NC2(C(N1CC1=CC=C(C=C1)C1=C(C=CC=C1)C#N)=O)CCCC2